(E)-3-methylcyclopentadec-5-enone CC1CC(CCCCCCCCC/C=C/C1)=O